2'-(p-phenylenedivinylene)bisbenzothiazole C1(=CC=C(C=C1)C=CC=1SC2=C(N1)C=CC=C2)C=CC=2SC1=C(N2)C=CC=C1